C(C)(C)(C)OC(=O)N1CCC(CC1)N1N=CC(=C1)B1OC(C(O1)(C)C)(C)C 4-[4-(4,4,5,5-tetramethyl-1,3,2-dioxaborolan-2-yl)-pyrazol-1-yl]piperidine-1-carboxylic acid tert-butyl ester